C1(CC1)C(=O)N1C2CN(CC1CC2)C=2C=1N(N=CC2F)C=C(C1)C=1C=NN(C1)C(F)F cyclopropyl(3-(6-(1-(difluoromethyl)-1H-pyrazol-4-yl)-3-fluoropyrrolo[1,2-b]pyridazin-4-yl)-3,8-diazabicyclo[3.2.1]octan-8-yl)methanone